C(CCCCCCCCCCCCC)N1C(=C(C(C=C1)=O)OCC1=CC=CC=C1)C=O N-tetradecyl-2-formyl-3-benzyloxypyridin-4-one